(S)-2-(4-bromo-3-fluorophenyl)-3-(cyclopropylmethylamino)-1-(4-((5R,7R)-7-hydroxy-5-methyl-6,7-dihydro-5H-cyclopenta[d]pyrimidin-4-yl)piperazin-1-yl)propan-1-one BrC1=C(C=C(C=C1)[C@H](C(=O)N1CCN(CC1)C=1C2=C(N=CN1)[C@@H](C[C@H]2C)O)CNCC2CC2)F